lithium bis-malonate borate B([O-])(O)O.C(CC(=O)O)(=O)O.C(CC(=O)O)(=O)O.[Li+]